Cl[C@]1([C@@H](C1)C=1NC=C(N1)CC1=CC=NC=C1)F 4-((2-((1S,2R)-2-chloro-2-fluorocyclopropyl)-1H-imidazol-4-yl)methyl)pyridine